OC1=NC(=CC=C1C(F)(F)F)[N+](=O)[O-] 2-hydroxy-6-nitro-3-trifluoromethylpyridine